C(C)(C)(C)C=1C=C(C=C(C1O)C(C)(C)C)CC1=C(C(=CC(=C1)CC1=C(C(=C(C=C1)C(C)(C)C)O)C(C)(C)C)C(C)(C)C)O 2-(3',5'-di-tert-butyl-4-hydroxyphenyl)methyl-4-(2',4'-di-tert-butyl-3'-hydroxyphenyl)methyl-6-tert-butylphenol